ClC=1C=C(OC2CN(C2)C2=CC=C(C=N2)C=2C=3N(C=C(C2)OCC(C)(C)O)N=CC3C#N)C=CC1 4-(6-(3-(3-chlorophenoxy)azetidin-1-yl)pyridin-3-yl)-6-(2-hydroxy-2-methyl-propoxy)pyrazolo[1,5-a]pyridine-3-carbonitrile